2,2'-(cyclohexylimino)diethanol C1(CCCCC1)N(CCO)CCO